1-(6-(4-isopropyl-4H-1,2,4-triazol-3-yl)pyridin-2-yl)-3-(4-(4-methylpiperazin-1-yl)phenyl)imidazolidin-2-one C(C)(C)N1C(=NN=C1)C1=CC=CC(=N1)N1C(N(CC1)C1=CC=C(C=C1)N1CCN(CC1)C)=O